rac-(2S,3R,4R)-1-acetyl-2-ethyl-N-(2-hydroxyethyl)-3-methyl-4-((6-methylpyridin-2-yl)amino)-1,2,3,4-tetrahydroquinoline-6-carboxamide C(C)(=O)N1[C@H]([C@@H]([C@H](C2=CC(=CC=C12)C(=O)NCCO)NC1=NC(=CC=C1)C)C)CC |r|